iron-nickel alloyl-cerium oxide [O-2].C(C=C)(=O)[Ce+2].[Ni+2].[Fe+2].[O-2].[O-2]